ClC=1C=CC=C2C=C(NC12)C(=O)NC1COC(C1)(C)C 7-chloro-N-(5,5-dimethyloxolan-3-yl)-1H-indole-2-carboxamide